FC(C(=O)O)(F)F.C(#N)CC(N1N=CC(=C1)C=1C2=C(N=CN1)NC=C2)C=2C=C(C#N)C=CC2OC 3-{2-cyano-1-[4-(7H-pyrrolo-[2,3-d]pyrimidin-4-yl)-1H-pyrazol-1-yl]ethyl}-4-methoxybenzonitrile trifluoroacetate